CN1CC2=C(CC1)N=CS2 5-methyl-4H,6H,7H-[1,3]thiazolo[5,4-c]pyridin